((7s,8as)-7-(3-([1,2,4]triazolo[1,5-a]pyridin-5-yl)propyl)-6-oxohexahydropyrrolo[1,2-a]pyrazin-2(1H)-yl)-2-fluorobenzonitrile N=1C=NN2C1C=CC=C2CCC[C@H]2C[C@@H]1N(CCN(C1)C=1C(=C(C#N)C=CC1)F)C2=O